ClC1=C2C(=NC(=NC2=C(C(=C1)C1=C2C=NNC2=CC=C1C)OC1CC1)OC1CCN(CC1)C)N1CCNCC1 5-chloro-8-cyclopropoxy-7-(5-methyl-1H-indazol-4-yl)-2-((1-methylpiperidin-4-yl)oxy)-4-(piperazin-1-yl)quinazoline